3-(6-(1-(1,1-Dioxidotetrahydrothiophen-3-yl)-1H-pyrazol-4-yl)-5-(((S)-tetrahydrofuran-3-yl)amino)pyrazolo[1,5-a]pyrimidin-3-yl)-4-fluoro-N,5-dimethylbenzamide O=S1(CC(CC1)N1N=CC(=C1)C=1C(=NC=2N(C1)N=CC2C=2C=C(C(=O)NC)C=C(C2F)C)N[C@@H]2COCC2)=O